3-(4-((1R,5S)-3,8-Diazabicyclo[3.2.1]octan-3-yl)-8-fluoro-2-(((2R,7aS)-2-fluorotetrahydro-1H-pyrrolizin-7a(5H)-yl-2-d)methoxy)pyrido[4,3-d]pyrimidin-7-yl)-4-(trifluoromethyl)phenol [C@H]12CN(C[C@H](CC1)N2)C=2C1=C(N=C(N2)OC[C@]23CCCN3C[C@](C2)([2H])F)C(=C(N=C1)C=1C=C(C=CC1C(F)(F)F)O)F